2-(3,4-dimethoxyphenyl)-3-ethyl-5-(4-((1-isopropylpiperidin-4-yl)oxy)piperidin-1-yl)-1H-indole COC=1C=C(C=CC1OC)C=1NC2=CC=C(C=C2C1CC)N1CCC(CC1)OC1CCN(CC1)C(C)C